2,4,6-trinitro-styrol [N+](=O)([O-])C1=C(C=C)C(=CC(=C1)[N+](=O)[O-])[N+](=O)[O-]